tert-butyl 5-methoxy-4-(((2S,4S)-2-(4-(methoxycarbonyl)phenyl)-4-((2,2,2-trifluoroethyl)amino)piperidin-1-yl)methyl)-7-methyl-1H-indole-1-carboxylate COC=1C(=C2C=CN(C2=C(C1)C)C(=O)OC(C)(C)C)CN1[C@@H](C[C@H](CC1)NCC(F)(F)F)C1=CC=C(C=C1)C(=O)OC